OC1=C(C(=CC=C1C)C)N1N=C2N=C(NC(C2=C1)=O)COC 2-(2-hydroxy-3,6-dimethylphenyl)-6-(methoxymethyl)-2,5-dihydro-4H-pyrazolo[3,4-d]pyrimidin-4-one